CN1N=CC2=C1C(N(CC2)C2=C(C=C(C=C2)C2=NC1=CC=C(N=C1C=C2)C(F)(F)F)C)=O 1-methyl-6-(2-methyl-4-(6-(trifluoromethyl)-1,5-naphthyridin-2-yl)phenyl)-1,4,5,6-tetrahydro-7H-pyrazolo[3,4-c]pyridin-7-one